2-fluoro-5-((4-oxo-3,4-dihydro-naphthyridin-1-yl)methyl)benzoic acid FC1=C(C(=O)O)C=C(C=C1)CN1CCC(C2=CC=CN=C12)=O